[Na].OC1=CC=C(C(=O)OC)C=C1 methyl para-hydroxybenzoate sodium salt